3-bromo-1-(3-chloropyridin-2-yl)-N-(2,4-dichloro-6-(methylisopropylaminoformyl)phenyl)-N-methyl-1H-pyrazole-5-carboxamide BrC1=NN(C(=C1)C(=O)N(C)C1=C(C=C(C=C1C(=O)N(C(C)C)C)Cl)Cl)C1=NC=CC=C1Cl